Tri-cyanoacetat C(#N)C(C(=O)[O-])(C#N)C#N